F\C=C/C(F)F cis-1,3,3-trifluoropropylene